N[C@]1([C@@H](CC[C@H](C1)CCB(O)O)CNC([C@H](CCCCN)N)=O)C(=O)O (1R,2S,5R)-1-amino-5-(2-boronoethyl)-2-(((S)-2,6-diaminohexanamido)methyl)cyclohexane-1-carboxylic acid